ClC1=NC=NC2=C1SC=C2 4-Chloro-thienopyrimidine